CC(C)(C)S(=O)NC(C(F)(F)F)C=1C=C(C2=C(N=C(O2)C=2C=C(C=CC2)C2=C(C=C(C=C2)F)C2=NN=CN2C)C1)F rac-2-Methyl-N-(2,2,2-trifluoro-1-(7-fluoro-2-(4'-fluoro-2'-(4-methyl-4H-1,2,4-triazol-3-yl)-[1,1'-biphenyl]-3-yl)benzo[d]oxazol-5-yl)ethyl)propane-2-sulfinamide